4-(5-fluoro-2-methoxypyridin-4-yl)-2-hydroxycyclohepta-2,4,6-trien-1-one FC=1C(=CC(=NC1)OC)C=1C=C(C(C=CC1)=O)O